7-fluoro-1,1-dimethyl-3-tosylpyrrolo[1,2-a]quinolin-2(1H)-one FC=1C=C2C=CC=3N(C2=CC1)C(C(C3S(=O)(=O)C3=CC=C(C)C=C3)=O)(C)C